C(C)(C)(C)OC(CN1C=NC(=C1)CNC1=C2CN(C(C2=CC=C1)=O)C1C(NC(CC1)=O)=O)=O 2-[4-[[[2-(2,6-dioxo-3-piperidinyl)-1-oxo-isoindolin-4-yl]amino]methyl]imidazol-1-yl]acetic acid tert-butyl ester